1-chloro-2-iodobenzene ClC1=C(C=CC=C1)I